4-(1H-benzo[d]imidazol-2-yl)morpholine (R)-4-((1r,4S)-4-(4-bromo-3-methylphenoxy)cyclohexyl)butan-2-yl-4-methylbenzenesulfonate BrC1=C(C=C(OC2CCC(CC2)CC[C@@H](C)OS(=O)(=O)C2=CC=C(C=C2)C)C=C1)C.N1C(=NC2=C1C=CC=C2)N2CCOCC2